(2S)-2-benzyl-N-(8-fluoro-4-methyl-3-quinolyl)-4,4-dimethyl-pentanamide C(C1=CC=CC=C1)[C@@H](C(=O)NC=1C=NC2=C(C=CC=C2C1C)F)CC(C)(C)C